FC1=CC=C(C=N1)N1C[C@H](N(CC1)C=1N=CC(=NC1)NC(C1=CN=C(C=C1)C=1C=NN(C1)C)=O)C (R)-N-(5-(4-(6-fluoropyridin-3-yl)-2-methylpiperazin-1-yl)pyrazin-2-yl)-6-(1-methyl-1H-pyrazol-4-yl)nicotinamide